COC1=C(C=C(C=C1)OC)C1=CC(=CC=C1)[C@H](CC(=O)OCC)NC(=O)NC=1C(N(C=C(C1O)C)C)=O Ethyl (S)-3-(2',5'-Dimethoxybiphenyl-3-yl)-3-(3-(4-hydroxy-1,5-dimethyl-2-oxo-1,2-dihydropyridin-3-yl)ureido)propanoat